(R)-4-(7-fluoro-imidazo[1,2-a]pyridin-3-yl)-7-((5-(2-(2-(3-hydroxyazetidin-1-yl)propan-2-yl)morpholino)pyridin-2-yl)amino)isoindolin-1-one FC1=CC=2N(C=C1)C(=CN2)C2=C1CNC(C1=C(C=C2)NC2=NC=C(C=C2)N2C[C@@H](OCC2)C(C)(C)N2CC(C2)O)=O